ClC1=C(C=C(CNC(=O)[C@]2(C=3C=CC=NC3[C@H](CC2)O)F)C=C1)F (5S,8S)-N-(4-chloro-3-fluorobenzyl)-5-fluoro-8-hydroxy-5,6,7,8-tetra-hydroquinoline-5-carboxamide